COC=1C=C(C=C(C1)C(F)(F)F)C(CCC(C)C)=O 1-(3-methoxy-5-(trifluoromethyl)phenyl)-4-methylpentan-1-one